2-amino-9-((2R,3S,4S,5R)-4-fluoro-3-hydroxy-5-(hydroxymethyl)tetrahydrofuran-2-yl)-7-(3-fluorobenzyl)-7,9-dihydro-1H-purine-6,8-dione NC=1NC(C=2N(C(N(C2N1)[C@@H]1O[C@@H]([C@H]([C@H]1O)F)CO)=O)CC1=CC(=CC=C1)F)=O